2-methoxyethoxy-2-ethylbenzene COCCOC1=C(C=CC=C1)CC